C1(=CC=CC=C1)C1=CN=C(O1)COC(=O)C1=NNC=2CCCCC12 [(5-phenyl-1,3-oxazol-2-yl)methyl]-4,5,6,7-tetrahydro-1H-indazole-3-carboxylate